2-((8-(3,3-bis(hydroxymethyl)azetidine-1-carbonyl)-2,3-dihydrobenzo[b][1,4]dioxin-5-yl)amino)-4-(cyclopropyl-amino)-7H-pyrrolo[2,3-d]pyrimidine-5-carbonitrile OCC1(CN(C1)C(=O)C1=CC=C(C2=C1OCCO2)NC=2N=C(C1=C(N2)NC=C1C#N)NC1CC1)CO